p-coumaryl-phenylpropane C(\C=C\C1=CC=C(C=C1)O)C(CC)C1=CC=CC=C1